5-bromo-2,3-dimethoxybenzoic acid ethyl ester C(C)OC(C1=C(C(=CC(=C1)Br)OC)OC)=O